3-(chloromethyl)-5-nitroisothiazole ClCC1=NSC(=C1)[N+](=O)[O-]